NC1C(C2=CC=C(C=C2C1)C1=C(C=C(C#N)C=C1)OC1=NC(=NC(=C1)N1CCOCC1)C)O 4-(2-amino-1-hydroxy-2,3-dihydro-1H-inden-5-yl)-3-(2-methyl-6-morpholin-4-ylpyrimidin-4-yl)oxybenzonitrile